FC(OC1=CC=C(C=C1)S(=O)(=O)N[C@@H]1C[C@@H](C=2C=NNC2C1)C(F)(F)F)(F)F 4-(trifluoromethoxy)-N-((4s,6r)-4-(trifluoromethyl)-4,5,6,7-tetrahydro-1H-indazol-6-yl)benzenesulfonamide